CC1(CCC(CC1)NC)NC(OC(C)(C)C)=O Tert-butyl ((1s,4s)-1-methyl-4-(methylamino)cyclohexyl)carbamate